rac-7-(4-azaspiro[2.5]oct-7-yl)-2-[2-methyl-8-(trifluoromethyl)imidazo[1,2-b]pyridazin-6-yl]pyrido[1,2-a]pyrimidin-4-one C1CC12NCC[C@H](C2)C=2C=CC=1N(C(C=C(N1)C=1C=C(C=3N(N1)C=C(N3)C)C(F)(F)F)=O)C2 |r|